C[B-](F)(F)F.C(C)(C)(C)OC(=O)N1CCN(CC1)[K] (4-t-butoxycarbonylpiperazin-1-yl)potassium methyltrifluoroborate